BrC=1C(=C(C=CC1)NC(=O)C1(CC1)C)F N-(3-bromo-2-fluorophenyl)-1-methylcyclopropane-1-carboxamide